2-[2-(4-chloro-3-fluoro-phenyl)-6-methoxy-benzoimidazol-1-yl]-2-cyclohexyl-N-cyclopentyl-acetamide ClC1=C(C=C(C=C1)C1=NC2=C(N1C(C(=O)NC1CCCC1)C1CCCCC1)C=C(C=C2)OC)F